CCCCCCCCCCCC(=O)[O-].CCCCCCCCCCCC(=O)[O-].CCCC[Sn+2]CCCC di-N-butyltin dilaurate